C(C)OC(/C(/C=N/O)=N/NC1=C(C=C(C=C1)F)Cl)=O.ClC1=C(C=CC(=C1)F)N1N=CC(=N1)C(=O)OCC Ethyl 2-(2-chloro-4-fluorophenyl)-2H-1,2,3-triazole-4-carboxylate Ethyl-(2E,3E)-2-[2-(2-chloro-4-fluorophenyl)hydrazinylidene]-3-(hydroxyimino)propanoate